ClC=1C(=C(C(=CC1N1CC(CC1)(C(F)(F)F)CN(C)C)F)S(=O)(=O)N(C1=NC(=CC=C1)F)CC1=C(C=C(C=C1)OC)OC)F 3-chloro-N-(2,4-dimethoxybenzyl)-4-(3-((dimethylamino)methyl)-3-(trifluoromethyl)pyrrolidin-1-yl)-2,6-difluoro-N-(6-fluoropyridin-2-yl)benzenesulfonamide